C(CCCCCCCCCCC)C1CN(CC1)C1CC(NC(C1)(C)C)(C)C 3-dodecyl-1-(2,2,6,6-tetramethylpiperidin-4-yl)pyrrolidine